OCC#CC=1SC=C(N1)C=NO 2-(3-hydroxyprop-1-yn-1-yl)thiazole-4-carbaldehyde oxime